4-((1R,5S)-6-(4-(1,1-dioxothiomorpholino)phenyl)-9,9-dimethyl-3,6-diazabicyclo[3.2.2]non-3-yl)butanenitrile O=S1(CCN(CC1)C1=CC=C(C=C1)N1[C@@H]2CN(C[C@H](C1)CC2(C)C)CCCC#N)=O